FC=1C=C(CN2N=CC3=CC(=CC=C23)N)C=CC1 1-(3-fluorobenzyl)-1H-indazol-5-amine